FC(C[C@H](C(=O)NC1=NC=CC(=C1)C1=C(C2=NC(=CC=C2N1)F)C1=NC=C(C=C1)F)C1=CC=C(C=C1)F)F (2S)-4,4-difluoro-N-{4-[5-fluoro-3-(5-fluoropyridin-2-yl)-1H-pyrrolo[3,2-b]pyridin-2-yl]pyridin-2-yl}-2-(4-fluorophenyl)butanamide